C12CNCC(CC1)N2C2=NC=C(C=N2)NC2=CC=C(C=C2)C2=CC1=C(N=CN=C1N1CCOCC1)N2 2-(3,8-diazabicyclo[3.2.1]octan-8-yl)-N-(4-(4-morpholino-7H-pyrrolo[2,3-d]pyrimidin-6-yl)phenyl)pyrimidin-5-amine